N,N-didecyl-8-((8-(dodecyl(octyl)-amino)-8-oxooctyl)-(4-hydroxycyclohexyl)amino)octan-amide C(CCCCCCCCC)N(C(CCCCCCCN(C1CCC(CC1)O)CCCCCCCC(=O)N(CCCCCCCC)CCCCCCCCCCCC)=O)CCCCCCCCCC